3-(3-methoxyphenyl)propan-2-yn-1-ol COC=1C=C(C=CC1)C#CCO